C(#N)C1=CC=C(C2=CC=CC=C12)NC(C(C)(C)N1N=CC(=C1)C1CCN(CC1)C1CN(C1)C=1C=C2C(N(C(C2=CC1)=O)C1C(NC(CC1)=O)=O)=O)=O N-(4-cyanonaphthalene-1-yl)-2-(4-(1-(1-(2-(2,6-dioxopiperidin-3-yl)-1,3-dioxoisoindoline-5-yl)azetidin-3-yl)piperidin-4-yl)-1H-pyrazol-1-yl)-2-methylpropionamide